(4-(3-((tert-butoxycarbonyl)amino)prop-1-yn-1-yl)phenyl)boronic acid C(C)(C)(C)OC(=O)NCC#CC1=CC=C(C=C1)B(O)O